4-(imidazo[1,2-a]pyridin-3-yl)-1H-pyrrole-2,5-dione N=1C=C(N2C1C=CC=C2)C2=CC(NC2=O)=O